COC(C(=C)CC(=O)O)=O itaconic methylester